pyrrolidinyl phenyl sulfone C1(=CC=CC=C1)S(=O)(=O)N1CCCC1